OC(C)C1N=CN(CN1O)O 1,3,5-trihydroxyethyl-s-triazine